C1(CCCC1)CC1(CCN2C1=NC=1C=CC(=CC1C2=O)C)C 3-(cyclopentylmethyl)-3,7-dimethyl-2,3-dihydropyrrolo[2,1-b]quinazolin-9(1H)-one